ClC=1C=C(C=CC1)S(=O)(=O)N1CC2=C(C(CC1)(C)C)C=CC(=C2)N2CCN(CC2)C2CCCC2 2-((3-chlorophenyl)sulfonyl)-8-(4-cyclopentylpiperazin-1-yl)-5,5-dimethyl-2,3,4,5-tetrahydro-1H-benzo[c]azepine